O=C1NC(CCC1N1C(C2=CC=CC(=C2C1=O)NCCOC1CC(C1)C(=O)O)=O)=O 3-(2-[[2-(2,6-dioxopiperidin-3-yl)-1,3-dioxo-2,3-dihydro-1H-isoindol-4-yl]amino]ethoxy)cyclobutane-1-carboxylic acid